C(C=C)C=1C(=NC(=NC1OC)N)OC 5-allyl-4,6-dimethoxy-pyrimidin-2-amine